C(=O)(O)CCCC[N+](CC#C)(C)C 4-carboxy-N,N-dimethyl-N-(prop-2-yn-1-yl)butan-1-aminium